CN(C(OC(C)(C)C)=O)[C@H](CNC(=O)N1CC(C2=NC(=CC=C21)C)(C)C)C2=CC=CC=C2 (S)-tert-Butyl methyl(1-phenyl-2-(3,3,5-trimethyl-2,3-dihydro-1H-pyrrolo[3,2-b]pyridine-1-carboxamido)ethyl)carbamate